2-[3-{7-methyl-2-[(2S)-2-methyl-azetidin-1-yl]-thieno[3,2-d]pyrimidin-4-yl}-2-oxo-3-azabicyclo[3.1.0]hex-6-yl]acetic acid CC1=CSC2=C1N=C(N=C2N2C(C1C(C1C2)CC(=O)O)=O)N2[C@H](CC2)C